C1(=CCCC1)C=NO 1-cyclopentene-1-aldoxime